(methylsulfanylmethyl)pyrazole-3-carboxamide CSCC=1C(=NNC1)C(=O)N